C(C)(C)(C)OC(=O)NC(C(=O)O)C[C@H]1CN(CCO1)C=1C=C2C(=C(N(C2=CC1)CC)C=1C(=NC=CC1)[C@H](C)OC)CC(CO)(C)C ((tert-butoxycarbonyl)amino)-3-((S)-4-(1-ethyl-3-(3-hydroxy-2,2-dimethylpropyl)-2-(2-((S)-1-methoxyethyl)pyridin-3-yl)-1H-indol-5-yl)morpholin-2-yl)propanoic acid